[Ni].FC1=C(OC2=NC=NC3=CC(=C(C=C23)NC(CC)=O)OC)C=CC(=C1)NC(=O)NCCC1=CC=C(C=C1)F N-(4-(2-fluoro-4-(3-(4-fluorophenethyl)ureido)phenoxy)-7-methoxyquinazolin-6-yl)propanamide Nickel